2-(2-bromophenyl)-2-((trimethylsilyl)oxy)acetonitrile BrC1=C(C=CC=C1)C(C#N)O[Si](C)(C)C